(S)-4-(2-(5-Chloropyridin-2-yl)-2-methylbenzo[d][1,3]dioxol-4-yl)-3,6-dihydropyridin-1(2H)-carboxylic acid tert-butyl ester C(C)(C)(C)OC(=O)N1CCC(=CC1)C1=CC=CC=2O[C@](OC21)(C)C2=NC=C(C=C2)Cl